ClC1=C(C=2N(C=C1)N=C(C2)C(=O)NC2(CCS(CC2)(=O)=O)C)C 5-chloro-4-methyl-N-(4-methyl-1,1-dioxidotetrahydro-2H-thiopyran-4-yl)pyrazolo[1,5-a]pyridine-2-carboxamide